C1(CCCC1)NC1=NC(=NC=C1CC(=O)OCC)SC 1-Ethyl 2-[4-(cyclopentylamino)-2-methylsulfanyl-pyrimidin-5-yl]acetate